CS(=O)(=O)OC(C1=NC=C(C=C1)Cl)C1=NC=C(C=C1)Cl Bis(5-chloropyridin-2-yl)methyl Methanesulfonate